OC1CC(C1)OCCCN(C(OC(C)(C)C)=O)C tert-butyl N-[3-(3-hydroxycyclobutoxy)propyl]-N-methyl-carbamate